N-(5-(4-ethylpiperazin-1-yl)-2-((1-(4-methoxybenzyl)-1H-pyrrolo[2,3-c]pyridin-5-yl)amino)phenyl)acrylamide Tert-butyl-N-[4-(dimethylsulfamoyl)-5-methyl-2-pyridyl]carbamate C(C)(C)(C)OC(NC1=NC=C(C(=C1)S(N(C)C)(=O)=O)C)=O.C(C)N1CCN(CC1)C=1C=CC(=C(C1)NC(C=C)=O)NC=1C=C2C(=CN1)N(C=C2)CC2=CC=C(C=C2)OC